p-bromomethanesulfonylbenzene BrCS(=O)(=O)C1=CC=CC=C1